N[C@H](C(N[C@H](C(N[C@H](C(=O)OC(C)(C)C)C)=O)C)=O)[C@@H](C(N[C@H](C(N[C@H](C(=O)OC(C)(C)C)C)=O)C)=O)N (2S,5S,8S,9S,12S,15S)-di-tert-butyl 8,9-diamino-2,5,12,15-tetramethyl-4,7,10,13-tetraoxo-3,6,11,14-tetraazahexadecane-1,16-dioate